1-allyloxy-4-propoxybenzene C(C=C)OC1=CC=C(C=C1)OCCC